(6Ar,10aR)-3-(4-hydroxypentyl)-6,6,9-trimethyl-6a,7,8,10a-tetrahydrobenzo[c]chromen-1-ol OC(CCCC=1C=C(C=2[C@H]3[C@H](C(OC2C1)(C)C)CCC(=C3)C)O)C